NC=1C=2N(C=CN1)C(=NC2C2=CC=C(C=C2)[C@@](C)(O)C2=CC(=CC=C2)C(F)F)[C@H]2CN1C(CC3([C@@H]1CC2)CC3)=O (6'R,8a'S)-6'-[8-Amino-1-(4-{(1R)-1-[3-(difluoromethyl)phenyl]-1-hydroxyethyl}phenyl)imidazo[1,5-a]pyrazin-3-yl]tetrahydro-5'H-spiro[cyclopropan-1,1'-indolizin]-3'(2'H)-on